[Cl-].CN1CCC(CC1)C(=O)N 1-methylpiperidine-4-carboxamide chloride